4-[3-(3,4-dimethoxyphenyl)imidazo[1,2-b]pyridazin-6-yl]-2-methoxy-phenol COC=1C=C(C=CC1OC)C1=CN=C2N1N=C(C=C2)C2=CC(=C(C=C2)O)OC